2-(trimethylsilyl)ethoxycarbonyl-tryptophan C[Si](CCOC(=O)N[C@@H](CC1=CNC2=CC=CC=C12)C(=O)O)(C)C